FC=1C(=NC(=NC1)C=1N=C(C=2N(C1)C=CN2)CC2=C(C=C(C(=C2)F)C)F)[O-].[Na+] sodium 5-fluoro-2-(8-(2,5-difluoro-4-methylbenzyl)imidazo[1,2-a]pyrazin-6-yl)pyrimidin-4-olate